4-Chloro-2-{5-[2-(2,6-difluorophenyl)propan-2-yl]-4-methyl-1,2-oxazol-3-yl}-6-[(S)-1-[(2S,4R)-4-fluoro-1-methylpyrrolidin-2-yl]ethoxy]pyrimidine ClC1=NC(=NC(=C1)O[C@@H](C)[C@H]1N(C[C@@H](C1)F)C)C1=NOC(=C1C)C(C)(C)C1=C(C=CC=C1F)F